mono-sodium phosphite P([O-])(O)O.[Na+]